{4-[(cyclopropylmethyl)amino]-5H,6H,7H,8H-pyrido[3,4-d]pyrimidine-7-carbonyl}-6-methyl-N-(1-methylcyclopropyl)furo[2,3-d]pyrimidin-4-amine C1(CC1)CNC=1C2=C(N=CN1)CN(CC2)C(=O)C=2N=C(C1=C(N2)OC(=C1)C)NC1(CC1)C